N2,N4-bis(4,4-difluorocyclohexyl)-6-(4-(difluoromethyl)thiazol-2-yl)-1,3,5-triazine-2,4-diamine FC1(CCC(CC1)NC1=NC(=NC(=N1)NC1CCC(CC1)(F)F)C=1SC=C(N1)C(F)F)F